4-[4-[[1-(4-tert-butoxycarbonylphenyl)-4-piperidinyl]methyl]piperazin-1-yl]-2-fluorobenzoic acid C(C)(C)(C)OC(=O)C1=CC=C(C=C1)N1CCC(CC1)CN1CCN(CC1)C1=CC(=C(C(=O)O)C=C1)F